C(CC)N(CCN(CCOC(OC(CCCC(=O)OCC(CCCCC)CCCCC)CCCCCC)=O)CCOC(OC(CCCC(=O)OCC(CCCCC)CCCCC)CCCCCC)=O)CCC Bis(2-pentylheptyl) 11-(2-(dipropylamino)ethyl)-5,17-dihexyl-7,15-dioxo-6,8,14,16-tetraoxa-11-azahenicosanedioate